(S)-2-((3-((tert-butoxycarbonyl)amino)bicyclo[1.1.1]pentan-1-yl)methyl)-1-(oxabutan-2-yl-Methyl)-1H-benzo[d]imidazole-6-carboxylic acid methyl ester COC(=O)C=1C=CC2=C(N(C(=N2)CC23CC(C2)(C3)NC(=O)OC(C)(C)C)C[C@@H](O)CC)C1